bislauryl adipate C(CCCCC(=O)OCCCCCCCCCCCC)(=O)OCCCCCCCCCCCC